FC(C=1C=C(C=C(C1)C(F)(F)F)[C@H]([C@H](C)N(C(C)C)CC1=C(C=CC(=C1)C)C1=CC(=C(C=C1OC)Cl)OCCCC(=O)O)O)(F)F 4-((2'-((((1R,2S)-1-(3,5-bis(trifluoromethyl)phenyl)-1-hydroxypropan-2-yl)(isopropyl)amino)methyl)-4-chloro-6-methoxy-4'-methyl-[1,1'-biphenyl]-3-yl)oxy)butanoic acid